(-)-1-[[6-(difluoromethyl)-2-(methoxymethyl)imidazo[2,1-b][1,3,4]thiadiazol-5-yl]methyl]-4-(2,2-difluoropropyl)imidazolidin-2-one FC(C=1N=C2SC(=NN2C1CN1C(NC(C1)CC(C)(F)F)=O)COC)F